COCCOCCOCCOCCC1=C(N)C=CC=C1 2-[2-[2-[2-(2-methoxyethoxy)ethoxy]ethoxy]ethyl]aniline